2,3-dihydrobenzo[b][1,4]-dioxin O1C2=C(OCC1)C=CC=C2